1,4-bis(diisopropylphosphino)butane C(C)(C)P(CCCCP(C(C)C)C(C)C)C(C)C